6-amino-5-chloro-2-cyclopropyl-pyrimidine NC1=C(C=NC(=N1)C1CC1)Cl